2-(bromomethyl)-1-methyl-4-(trifluoromethyl)benzene BrCC1=C(C=CC(=C1)C(F)(F)F)C